C(C1=CC=CC=C1)OC=1C=C(C=CC1)[C@H]([C@@H]1N([C@H](CCC1)CCC)C(=O)OC(C)(C)C)O tert-butyl (2R,6S)-2-((R)-(3-(benzyloxy)phenyl)(hydroxy)methyl)-6-propylpiperidine-1-carboxylate